NC1=C(C(=NC=N1)C=1C(=C(C=C(C1)F)NC(C1=C(C=C(C=C1)C1CC1)F)=O)C)OC1CN(C1)C(C#C)=O N-(3-(6-amino-5-((1-propynoylazetidin-3-yl)oxy)pyrimidin-4-yl)-5-fluoro-2-methylphenyl)-4-cyclopropyl-2-fluorobenzamide